2-benzeneOne C1C(C=CC=C1)=O